tert-butyl imidazol-5-ylcarbamate N1C=NC=C1NC(OC(C)(C)C)=O